3-(2-(2,2,7-trifluoro-3-oxo-6-(perfluorophenyl)-2,3-dihydro-4H-benzo[b][1,4]oxazin-4-yl)propanamido)propanoat FC1(C(N(C2=C(O1)C=C(C(=C2)C2=C(C(=C(C(=C2F)F)F)F)F)F)C(C(=O)NCCC(=O)[O-])C)=O)F